OCCS(=O)(=O)NC1=CC(=C(C=C1)C=1OC(=NN1)C1=NC(=NC(=C1)C)N1CCOC2(CC2)C1)N1CCC2(CC2)CC1 2-Hydroxy-N-(4-(5-(6-methyl-2-(4-oxa-7-azaspiro[2.5]octan-7-yl)pyrimidin-4-yl)-1,3,4-oxadiazol-2-yl)-3-(6-azaspiro[2.5]octan-6-yl)phenyl)ethane-1-sulfonamide